CC=1C=C(C2CO2)C=CC1 3-methyl-styrene oxide